(6-{5-Fluoro-3-[1-(2-fluoroethyl)piperidin-4-yl]cinnolin-7-yl}-2-methylimidazo[1,2-b]pyridazin-8-yl)methanol-Trihydrochlorid Cl.Cl.Cl.FC1=C2C=C(N=NC2=CC(=C1)C=1C=C(C=2N(N1)C=C(N2)C)CO)C2CCN(CC2)CCF